FC=1C=C(C=C(C1C)NC(=O)C1=CN=C2N1C=C(C=C2)C)C2=NOC(=N2)C2CN(C2)C(=O)OC methyl 3-(3-(3-fluoro-4-methyl-5-(6-methylimidazo[1,2-a]pyridine-3-carboxamido)phenyl)-1,2,4-oxadiazol-5-yl)azetidine-1-carboxylate